(4S)-5,5-difluoro-1-[(3r,5r)-1,1-difluorospiro[2.3]hex-5-yl]-3-(trifluoromethyl)-4,6-dihydro-cyclopenta[c]pyrazol-4-ol FC1([C@H](C2=C(N(N=C2C(F)(F)F)C2CC3(CC3(F)F)C2)C1)O)F